C(C1=CC=CC=C1)(C1=CC=CC=C1)N1C(C2(NC=3C=CC=CC3C=3C4=C(C=CC23)C(=C(N4)C(C)(C)C)C)C4=CC=CC=C14)=O (+)-1-Benzhydryl-2'-(tert-butyl)-3'-methyl-1',7'-dihydrospiro[indoline-3,6'-pyrrolo[3,2-k]phenanthridin]-2-one